C(C1=CC=CC=C1)OC(=O)[C@]1(CNC[C@H]1CC=C)N=[N+]=[N-] rac-(trans)-benzyl-4-allyl-3-azidopyrrolidine-3-carboxylate